FC1=CC=C(C=C1)SCC(CC(=O)OCC)=O Ethyl 4-[(4-Fluorophenyl)thio]-3-oxobutanoate